BrC=1C=C2C=NNC2=CC1C#CC1CCO1 5-bromo-6-[2-(oxetan-4-yl)ethynyl]-1H-indazole